2-Methyl-5-(4-methyl-piperazin-1-yl)-N-[(1R)-1-[3-(3-vinylphenyl)phenyl]ethyl]benzamide CC1=C(C(=O)N[C@H](C)C2=CC(=CC=C2)C2=CC(=CC=C2)C=C)C=C(C=C1)N1CCN(CC1)C